CC(C)(C)C=1C=C(C=C(C1)OC)C1=CC(=CC(=C1)OC)C(C)(C)C 3,3'-di(1,1-dimethylethyl)-5,5'-dimethoxy-1,1'-biphenyl